(Z)-2-(1-(4-(4-chlorophenoxy)-2-methylbenzylidene)-5-fluoro-2-methyl-1H-inden-3-yl)acetic acid ClC1=CC=C(OC2=CC(=C(\C=C/3\C(=C(C4=CC(=CC=C34)F)CC(=O)O)C)C=C2)C)C=C1